1,4-bis(4-chlorophenyl)piperazine ClC1=CC=C(C=C1)N1CCN(CC1)C1=CC=C(C=C1)Cl